azidosilicic acid [Si](O)(O)(O)N=[N+]=[N-]